(E)-4-Methyl-pent-2-en-1-ol CC(/C=C/CO)C